ClC=1C(=NC=CC1)C1(C[C@@H](CC1)OC)C#N (3R)-1-(3-chloropyridin-2-yl)-3-methoxycyclopentane-1-carbonitrile